3,4-bis(4-methoxyphenyl)furan-2(5H)-one COC1=CC=C(C=C1)C=1C(OCC1C1=CC=C(C=C1)OC)=O